FC=1C=C(C=CC1)C1=NN2C(=NC=3C=CC=CC3C2=N1)N[C@@H]1C(NCC1)=O (3S)-3-{[2-(3-fluorophenyl)[1,2,4]triazolo[1,5-c]quinazolin-5-yl]amino}pyrrolidin-2-one